2-(4-methoxyphenyl)-2-(2-methylanilino)acetonitrile COC1=CC=C(C=C1)C(C#N)NC1=C(C=CC=C1)C